N*2*-Isopropyl-5-(2-isopropyl-4,5-dimethoxy-benzyl)-N*4*-methyl-pyrimidine-2,4-diamine C(C)(C)NC1=NC=C(C(=N1)NC)CC1=C(C=C(C(=C1)OC)OC)C(C)C